2-(6-amino-5-(2,3-dichlorophenyl)-3-(1,3,4-oxadiazol-2-yl)pyrazin-2-yl)octahydrocyclopenta[c]pyrrol-5-amine NC1=C(N=C(C(=N1)N1CC2C(C1)CC(C2)N)C=2OC=NN2)C2=C(C(=CC=C2)Cl)Cl